ClC1=C(C=CC=C1NC=1N=CC=C2C=C(C=NC12)CN1CCCC1)C1=C(C(=CC=C1)NC=1N=CC=C2C=C(C=NC12)CN1C[C@H](CC1)O)Cl (S)-1-((8-((2,2'-Dichloro-3'-((3-(((S)-3-hydroxypyrrolidin-1-yl)methyl)-1,7-naphthyridin-8-yl)amino)-[1,1'-biphenyl]-3-yl)amino)-1,7-naphthyridin-3-yl)methyl)pyrrolidin